3-(4-bromo-1H-pyrazol-1-yl)piperidine hydrochloride salt Cl.BrC=1C=NN(C1)C1CNCCC1